(7-(4-amino-2-fluorophenyl)-7-azaspiro[3.5]nonan-2-yl)carbamic acid tert-butyl ester C(C)(C)(C)OC(NC1CC2(C1)CCN(CC2)C2=C(C=C(C=C2)N)F)=O